COC(C1=C(N=CC=C1C1=C(C=CC=C1)F)Cl)=O 2-chloro-4-(2-fluorophenyl)nicotinic acid methyl ester